BrC=1C(=NNC1)CN(C(=O)NC1=CC(=C(C=C1)F)Cl)C1=CC=C(C=C1)OC 1-((4-Bromo-1H-pyrazol-3-yl)methyl)-3-(3-chloro-4-fluorophenyl)-1-(4-methoxyphenyl)urea